tert-Butyl (S)-2-((4-(3-phenylisoxazolidin-2-yl)-5-(trifluoromethyl)pyrimidin-2-yl)amino)-6,7-diHydrothiazolo[5,4-c]pyridine-5(4H)-carboxylate C1(=CC=CC=C1)[C@H]1N(OCC1)C1=NC(=NC=C1C(F)(F)F)NC=1SC=2CN(CCC2N1)C(=O)OC(C)(C)C